BrC1=CC=C(C=C1)C=1N=C2N(C=CC=C2)C1CN1CC2C(C1)CN(C2)C(=O)N2CC1=CC=CC=C1CC2 [5-{[2-(4-Bromophenyl)imidazo[1,2-a]pyridin-3-yl]methyl}hexahydropyrrolo[3,4-c]pyrrol-2(1H)-yl](3,4-dihydroisoquinoline-2(1H)-yl)methanone